ClC=1C(=C(C=CC1)NC(=O)C1=CC(=CC=2NC(=NC21)NC)NC(=O)C2=C(C=CC=C2)C(F)(F)F)C N-(3-chloro-2-Methylphenyl)-2-(methylamino)-6-({[2-(trifluoromethyl)phenyl]carbonyl}amino)-1H-benzimidazole-4-carboxamide